(rac)-tert-butyl ((1S,3R)-3-((6-(1-methyl-1H-pyrazol-4-yl)pyrazolo[1,5-a]pyrazin-4-yl)oxy)cyclohexyl)carbamate CN1N=CC(=C1)C=1N=C(C=2N(C1)N=CC2)O[C@H]2C[C@H](CCC2)NC(OC(C)(C)C)=O |r|